C(=C)C=1C=C(C=CC1)[O-].[Li+] lithium 3-vinylphenolate